COC1=C(CNC2=NC=3C(=CC=CC3C=3N2N=C(N3)C3CC(CC3)C3=CC=C(C=N3)C(C)(C)NC(OC(C)(C)C)=O)OC)C=CC(=C1)OC tert-butyl (2-(6-(3-(5-((2,4-dimethoxybenzyl)amino)-7-methoxy-[1,2,4]triazolo[1,5-c]quinazolin-2-yl)cyclopentyl)pyridin-3-yl)propan-2-yl)carbamate